4-cyano-4-(((tridecylthio(tridecylthio))thiocarbonyl)thio)pentanoic acid C(#N)C(CCC(=O)O)(C)SC(=S)SCCCCCCCCCCCCCSCCCCCCCCCCCCC